hexadecyl-naphthalene sodium [Na].C(CCCCCCCCCCCCCCC)C1=CC=CC2=CC=CC=C12